2-((1S,2R)-1-(2-chloro-5-fluorophenyl)-1-(1,3-dimethyl-1H-pyrazol-5-yl)propan-2-yl)-5-hydroxy-N-(isoxazol-4-yl)-1-methyl-6-oxo-1,6-dihydropyrimidine-4-carboxamide ClC1=C(C=C(C=C1)F)[C@H]([C@@H](C)C=1N(C(C(=C(N1)C(=O)NC=1C=NOC1)O)=O)C)C1=CC(=NN1C)C